C(C)(=N)SC ethanimidothioic acid, methyl ester